1-[4-[6-(1-methylpyrazol-4-yl)pyrazolo[1,5-a]pyrazin-4-yl]-1-piperidyl]prop-2-en-1-one CN1N=CC(=C1)C=1N=C(C=2N(C1)N=CC2)C2CCN(CC2)C(C=C)=O